trichloro(cyclopentadienyl)vanadium (IV) Cl[V](C1C=CC=C1)(Cl)Cl